NC1(C)CC=CC=C1N 1,6-diaminotoluene